[C-]1=CC=CC=2C3=CC=CC=C3CC12 fluorenide